5-butylnonyl 9-oxohenicosanoate O=C(CCCCCCCC(=O)OCCCCC(CCCC)CCCC)CCCCCCCCCCCC